ClC1=CC=C(C=N1)CC1C(N(CCC1)C1=NC(=NN1COCC[Si](C)(C)C)C1=CN=NC=C1C)=O 3-((6-Chloropyridin-3-yl)methyl)-1-(3-(5-methylpyridazin-4-yl)-1-((2-(trimethylsilyl)ethoxy)methyl)-1H-1,2,4-triazol-5-yl)piperidin-2-one